phenyl glyceryl ether monoacrylate (2-hydroxy-3-phenoxypropyl-acrylate) OC(CC(C(=O)O)=C)COC1=CC=CC=C1.C(C=C)(=O)O.C(C(O)CO)OC1=CC=CC=C1